6-((3-cyanophenyl)oxy)-2-(3-(2,3-dihydrobenzo[b][1,4]dioxin-6-yl)-2-Methylphenyl)-5-(((tetrahydro-2H-pyran-4-yl)amino)methyl)isoindole-1,3-dione C(#N)C=1C=C(C=CC1)OC1=C(C=C2C(N(C(C2=C1)=O)C1=C(C(=CC=C1)C1=CC2=C(OCCO2)C=C1)C)=O)CNC1CCOCC1